C12OCC(C1)(C2)C2=NC(=CC(N2)=O)C 2-(2-oxabicyclo[2.1.1]hex-4-yl)-6-methylpyrimidine-4(3H)-one